(S)-7-((3S,5R)-4-acryloyl-3,5-dimethylpiperazin-1-yl)-3-(methoxymethyl)-9-(trifluoromethyl)-10-(2,4,6-trifluorophenyl)-2,3-dihydro-5H-[1,4]thiazino[2,3,4-ij]quinazolin-5-one C(C=C)(=O)N1[C@H](CN(C[C@H]1C)C1=NC(N2C3=C(C(=C(C=C13)C(F)(F)F)C1=C(C=C(C=C1F)F)F)SC[C@@H]2COC)=O)C